FC1=C(C=C(O[C@H](C(=O)Cl)CC)C=C1)C(F)(F)F (S)-2-(4-fluoro-3-trifluoromethylphenoxy)butyryl chloride